3,4-bis(di-p-tolylphosphino)-2-isopropylthiophene C1(=CC=C(C=C1)P(C1=C(SC=C1P(C1=CC=C(C=C1)C)C1=CC=C(C=C1)C)C(C)C)C1=CC=C(C=C1)C)C